BrC1=CC(=CC(=C1)OCC(F)(F)F)S(=O)(=O)C 1-bromo-3-methylsulfonyl-5-(2,2,2-trifluoroethoxy)benzene